4-Isobutyl-1,3,5-triazin C(C(C)C)C1=NC=NC=N1